N-[4-(5-aminopentylcarbamoyl)-3-chloro-phenyl]-5-[1-(5-amino-2-pyridyl)-3-(trifluoromethyl)pyrazol-4-yl]-1-methyl-imidazole-2-carboxamide NCCCCCNC(=O)C1=C(C=C(C=C1)NC(=O)C=1N(C(=CN1)C=1C(=NN(C1)C1=NC=C(C=C1)N)C(F)(F)F)C)Cl